3-((11-(4-(pentafluoro-λ6-sulfanyl)phenyl)undecyl)oxy)propyl hydrogen ((((R)-1-(6-amino-9H-purin-9-yl)propan-2-yl)oxy)methyl)phosphonate NC1=C2N=CN(C2=NC=N1)C[C@@H](C)OCP(OCCCOCCCCCCCCCCCC1=CC=C(C=C1)S(F)(F)(F)(F)F)(O)=O